C(C)C1C=CC(N2C(C=3N(N1C2)C=C(C(C3O)=O)C(=O)NCC3=C(C=C(C=C3F)F)F)=O)C 2-ethyl-8-hydroxy-5-methyl-7,9-dioxo-N-(2,4,6-trifluorobenzyl)-2,5,7,9-tetrahydro-1,6-methanopyrido[1,2-b][1,2,5]triazonine-10-carboxamide